ClC1=NC=C2C(=N1)N(N=C2C)CC(C)=O 1-(6-chloro-3-methyl-1H-pyrazolo[3,4-d]pyrimidin-1-yl)propan-2-one